O=S1(N(CCCC1)C=1C=CC(=C(C(=O)O)C1)OC)=O 5-(1,1-dioxido-1,2-thiazinan-2-yl)-2-methoxybenzoic acid